ClC=1N=CC2=C(N1)C=C(N2)CN(C(OC(C)(C)C)=O)C tert-butyl N-[(2-chloro-5H-pyrrolo[3,2-d]pyrimidin-6-yl)methyl]-N-methyl-carbamate